1,4-dibromoanthracene BrC1=CC=C(C2=CC3=CC=CC=C3C=C12)Br